F[C@@]1([C@@H](CN(CC1)C(C)=O)C)C=1C(=NC=C(C1)C#CC)F |r| Racemic-cis-1-[4-fluoro-4-[2-fluoro-5-(prop-1-yn-1-yl)pyridin-3-yl]-3-methylpiperidin-1-yl]ethan-1-one